2-(2-cyclopropyl-4-methoxyphenyl)-3-(oxazol-5-ylmethyl)-4-oxo-3,4-dihydrobenzo[4,5]thieno[2,3-d]pyrimidine-8-carboxylic acid C1(CC1)C1=C(C=CC(=C1)OC)C=1N(C(C2=C(N1)SC1=C2C=CC=C1C(=O)O)=O)CC1=CN=CO1